FC1=C(C(=O)NC2=NC=CC(=C2)C(F)(F)F)C=C(C=C1)B1OC(C(O1)(C)C)(C)C 2-fluoro-5-(4,4,5,5-tetramethyl-1,3,2-dioxaborolan-2-yl)-N-(4-(trifluoromethyl)pyridin-2-yl)benzamide